tert-butyl (3-(oxazol-5-yl)-1-oxo-1-(((R)-4-phenyl-1-((3aS,4S,6S,7aR)-3a,5,5-trimethylhexahydro-4,6-methanobenzo[d][1,3,2]dioxaborol-2-yl)butyl)amino)propan-2-yl)carbamate O1C=NC=C1CC(C(N[C@@H](CCCC1=CC=CC=C1)B1O[C@@]2([C@H](O1)C[C@H]1C([C@@H]2C1)(C)C)C)=O)NC(OC(C)(C)C)=O